hexamethylenebisstearate C(CCCCCCCCCCCCCCCCCCCCCCCCCCCCCCCCCCCCCCCCC(=O)[O-])(=O)[O-]